FC1=CC=C(C=C1)C1=CC(=C2C=CC=NC2=C1)C1(CC1)NC(C1=C(C=CC(=C1)OCC1N(CC1)C)C)=O N-(1-(7-(4-Fluorophenyl)quinolin-5-yl)cyclopropyl)-2-methyl-5-((1-methylazetidin-2-yl)methoxy)benzamide